4-(2-(4-bromophenyl)-2H-pyrazolo[3,4-d]pyrimidin-4-yl)-1-methyl-N-(4-(methylthio)benzyl)piperazine-2-carboxamide BrC1=CC=C(C=C1)N1N=C2N=CN=C(C2=C1)N1CC(N(CC1)C)C(=O)NCC1=CC=C(C=C1)SC